O(C1=CC=CC=C1)C1CCN(CC1)CCN(C(C)=O)C1=CC=CC=C1 N-(2-(4-phenoxypiperidin-1-yl)ethyl)-N-phenylacetamide